C(C)OC(=O)C=1SC=2CN(CCC2N1)C 5-methyl-4,5,6,7-tetrahydro-thiazolo[5,4-c]pyridine-2-carboxylic acid ethyl ester